(hydroxyethyl)phosphine chloride [Cl-].OCCP